4-[4-amino-5-methyl-2-(2-trimethylsilylethoxymethyl)pyrazol-3-yl]-6-chloro-2-(difluoromethyl)pyridin-3-amine NC1=C(N(N=C1C)COCC[Si](C)(C)C)C1=C(C(=NC(=C1)Cl)C(F)F)N